BrC=1C=C(SC1)CC(C)C 4-bromo-2-isobutylthiophene